7-(bromomethyl)-4-(3,5-dimethoxybenzyl)-9-(1-methyl-3-(trifluoromethyl)-1H-pyrazol-4-yl)-3,4-dihydrobenzo[f][1,4]oxazepin-5(2H)-one BrCC=1C=C(C2=C(C(N(CCO2)CC2=CC(=CC(=C2)OC)OC)=O)C1)C=1C(=NN(C1)C)C(F)(F)F